(5-(8-amino-1-(4-phenoxyphenyl)imidazo[1,5-a]pyrazin-3-yl)tetrahydro-2H-pyran-2-yl)methanol NC=1C=2N(C=CN1)C(=NC2C2=CC=C(C=C2)OC2=CC=CC=C2)C2CCC(OC2)CO